1-(3-bromobenzyl)-5-phenyl-1H-pyrazole-3-carboxylic acid ethyl ester C(C)OC(=O)C1=NN(C(=C1)C1=CC=CC=C1)CC1=CC(=CC=C1)Br